(1r,4r)-1'-[4-(difluoromethyl)benzenesulfonyl]-4-(ethoxymethyl)-4-methyl-1',2'-dihydrospiro[cyclohexane-1,3'-indole] FC(C1=CC=C(C=C1)S(=O)(=O)N1CC2(C3=CC=CC=C13)CCC(CC2)(C)COCC)F